4,4'-methylenebis(2,6-xylenol) C(C=1C=C(C(=C(C1)C)O)C)C=1C=C(C(=C(C1)C)O)C